C(=C)[Si](O[Si](C=C)(C)C)(C)C (dl)-1,3-divinyltetramethyldisiloxane